1H-indazole, potassium salt [K].N1N=CC2=CC=CC=C12